FC1CN(C1)C/C=C/C(=O)OC(C)(C)C tert-butyl (E)-4-(3-fluoroazetidin-1-yl)but-2-enoate